benzyl (2R)-4-(2,7-dichloro-8-fluoropyrido[4,3-d]pyrimidin-4-yl)-2-methylpiperidine-1-carboxylate ClC=1N=C(C2=C(N1)C(=C(N=C2)Cl)F)C2C[C@H](N(CC2)C(=O)OCC2=CC=CC=C2)C